4-(Cyclohexylamino)-1H-pyrrolo[2,3-b]pyridine-5-carboxylic acid ethyl ester C(C)OC(=O)C=1C(=C2C(=NC1)NC=C2)NC2CCCCC2